2-Nonadecanol CC(CCCCCCCCCCCCCCCCC)O